imidazole-Tris-HCL Cl.Cl.Cl.N1C=NC=C1